C(C1=CC=CC=C1)SC=1C=CC2=C(N(C=N2)C)C1 6-(Benzylthio)-1-methyl-1H-benzo[d]imidazole